tert-butyl 4-[(6-{3-[3-(acetyloxy)-5-chloro-2,3-dihydro-1-benzofuran-7-sulfonamido]-2,6-difluorophenyl}-8-methoxyquinazolin-2-yl)amino]piperidine-1-carboxylate C(C)(=O)OC1COC2=C1C=C(C=C2S(=O)(=O)NC=2C(=C(C(=CC2)F)C=2C=C1C=NC(=NC1=C(C2)OC)NC2CCN(CC2)C(=O)OC(C)(C)C)F)Cl